COC=1C=C(C=O)C=CC1OCC#C 3-methoxy-4-propargyloxybenzaldehyde